COC=1C=C(C(=O)N2[C@@H](CCC2)C(=O)NC2=C(C(=C(C(=C2F)F)F)F)F)C=CC1N1C=NC(=C1)C (S)-1-(3-methoxy-4-(4-methyl-1H-imidazol-1-yl)benzoyl)-N-(pentafluorophenyl)pyrrolidine-2-carboxamide